6-Butylphenanthridine C(CCC)C=1N=C2C=CC=CC2=C2C=CC=CC12